2-trifluoromethyl-2,3-difluorotoluene FC(C1(C(C)C=CC=C1F)F)(F)F